2-fluoro-4-(1-methyltriazol-4-yl)-N-[(3R)-3-piperidyl]benzamide FC1=C(C(=O)N[C@H]2CNCCC2)C=CC(=C1)C=1N=NN(C1)C